diethylene glycol diphenyl-propionate C1(=CC=CC=C1)C(C(=O)OCCOCCO)(C)C1=CC=CC=C1